N1=CN=CC(=C1)C1=CNC2=NC=CC(=C21)N2CC1(CCC2)CNCCC1 2-(3-pyrimidin-5-yl-1H-pyrrolo[2,3-b]pyridin-4-yl)-2,8-diazaspiro[5.5]undecane